O.C(C)(=O)NCCS(=O)(=O)[O-].[Li+] lithium acetyltaurate monohydrate